N-(3-amino-1-(3-chlorophenyl)propyl)-2-methylquinazoline-7-carboxamide NCCC(C1=CC(=CC=C1)Cl)NC(=O)C1=CC=C2C=NC(=NC2=C1)C